3-sulfobenzylamine hydroxide [OH-].S(=O)(=O)(O)C=1C=C(CN)C=CC1